O=C(CN1C(CCC1)C(=O)O)NC1=CC=C(C=C1)N1C(OCC1)=O (2-oxo-2-((4-(2-oxooxazolidin-3-yl)phenyl)amino)ethyl)pyrrolidine-2-carboxylic acid